C(C1=CC=CC=C1)(=O)C=1C(=C(C=CC1)[SH+]C)C(C1=CC=CC=C1)=O dibenzoylmethylphenyl-sulfonium